C1(CC1)C1=CN=CC(=N1)C=1C(=CC(=NC1)NC(C)=O)NC1=NC(=NC(=C1)C)C(C)(F)F N-(5-(6-cyclopropylpyrazin-2-yl)-4-((2-(1,1-difluoroethyl)-6-methylpyrimidin-4-yl)amino)pyridin-2-yl)acetamide